FC1=CC2=C(C=C1O)NC1=C2C2=C(C=3C4=CC(=C(C=C4N(C13)CCN1CCOCC1)O)F)C(NC2=O)=O 3,9-difluoro-2,10-dihydroxy-12-(2-morpholinoethyl)-12,13-dihydro-5H-indolo[2,3-a]pyrrolo[3,4-c]carbazole-5,7(6H)-dione